dodecanol ricinoleate sodium [Na].C(CCCCCCC\C=C/C[C@H](O)CCCCCC)(=O)OCCCCCCCCCCCC